C(C)N1C[C@@H](CCC1)NC1=C2C(=C(N=N1)C1=C(C=C(C=C1F)C(F)(F)F)O)N(N=C2)C 2-[4-[[(3R)-1-ethyl-3-piperidinyl]amino]-1-methyl-pyrazolo[3,4-d]pyridazin-7-yl]-3-fluoro-5-(trifluoromethyl)phenol